FC1(CN(CC1)C(=O)C1=NC=CC(=C1O)NC=1C(C(C1N[C@H](C1(CCCC1)C)C1=NC=C(C=C1)F)=O)=O)F (R)-3-((2-(3,3-difluoropyrrolidine-1-carbonyl)-3-hydroxypyridin-4-yl)amino)-4-(((5-fluoropyridin-2-yl)(1-methylcyclopentyl)methyl)amino)cyclobut-3-ene-1,2-dione